C1(CC1)C(C(C=1OC2=C(N1)C=C(C=C2)C(COC)N2C(NC(C2)C(F)(F)F)=O)NC(=O)C2=CC=NN2C(C)C)C2CC2 N-(2,2-dicyclopropyl-1-(5-(2-methoxy-1-(2-oxo-4-(trifluoromethyl)imidazolidin-1-yl)ethyl)benzo[d]oxazol-2-yl)ethyl)-1-isopropyl-1H-pyrazole-5-carboxamide